C=1C2=CC=3C(N=C2C(=CC1)OC(CN)=O)=CN1C=CC=CC13.NC1=C(C(=NN1C1=C(C=C(C=C1Cl)C(F)(F)F)Cl)C#N)SC(F)(F)F 5-amino-3-cyano-1-(2,6-dichloro-4-trifluoromethylphenyl)-4-trifluoromethylthiopyrazole indolizino[2,1-b]quinolin-4-yl-2-aminoacetate